ClC1=C(CNC(=O)C2(C=3C=CC=NC3C(CC2)(O)CN(C)C)F)C=CC=C1C(F)(F)F N-(2-chloro-3-(trifluoromethyl)benzyl)-8-((dimethylamino)methyl)-5-fluoro-8-hydroxy-5,6,7,8-tetrahydroquinoline-5-carboxamide